benzo[g]chromene O1CC=CC2=CC3=C(C=C12)C=CC=C3